C1=NC(=O)NC(=C1CO)N The molecule is a nucleobase analogue that is cytosine in which the hydrogen at position 5 is replaced by a hydroxymethyl group. It has a role as a human metabolite and a mouse metabolite. It is an aminopyrimidine, a nucleobase analogue, a pyrimidone and an aromatic primary alcohol. It derives from a cytosine.